6-Chloro-1-(2-methoxy-5-(methylsulfonyl)phenyl)-1H-pyrazolo[4,3-c]pyridine-3-carboxylic acid ClC1=CC2=C(C=N1)C(=NN2C2=C(C=CC(=C2)S(=O)(=O)C)OC)C(=O)O